O[C@]12[C@@H]3[C@H]([C@H]4[C@@H]5CC[C@H]([C@@]([C@@H](CC(=C(C(=O)O)C)C)O)(C)O)[C@]5(CC[C@@H]4[C@]2(C(C=CC1)=O)C)C)O3 (5a,6a,7a,22R)-6,7-Epoxy-5,20,22-trihydroxy-1-oxo-ergosta-2,24-dien-26-oic acid